N-[(1S)-1-[[(1S)-1-[5-(2,4-difluorophenyl)-1H-imidazol-2-yl]ethyl]carbamoyl]-3-[(2S)-2-methyl-1-piperidyl]-3-oxo-propyl]-5-methyl-isoxazole-3-carboxamide FC1=C(C=CC(=C1)F)C1=CN=C(N1)[C@H](C)NC(=O)[C@H](CC(=O)N1[C@H](CCCC1)C)NC(=O)C1=NOC(=C1)C